chloro-2H-indazol ClN1N=C2C=CC=CC2=C1